NC1CCN(CC1)C=1N=C(C(=C(C#N)C1)C=1C=C2C=NN(C2=CC1)C)C1=CC(=C(C=C1)C#N)F 6-(4-aminopiperid-1-yl)-2-(4-cyano-3-fluorophenyl)-3-(1-methyl-1H-indazol-5-yl)isonicotinonitrile